1-(3-(1H-pyrazol-5-yl)-2-((((CIS)-4-(2,3,6-trifluorophenyl)cyclohexyl)-oxy)methyl)piperidin-1-yl)-2-hydroxyethan-1-one N1N=CC=C1C1C(N(CCC1)C(CO)=O)CO[C@@H]1CC[C@@H](CC1)C1=C(C(=CC=C1F)F)F